ClC1=CC=C(C=C1)C(C(Cl)(Cl)Cl)C1=CC=C(C=C1)Cl 1,1-bis(p-chlorophenyl)-2,2,2-trichloroethane